hydroxyethyl (methyl)acrylate CC(C(=O)OCCO)=C